(2R,3R,11bR)-3-(tert-butoxy)-10-methoxy-9-(2,2,2-trifluoroethoxy)-1,3,4,6,7,11b-hexahydro-2H-pyrido[2,1-a]isoquinolin-2-ol C(C)(C)(C)O[C@H]1[C@@H](C[C@H]2N(CCC3=CC(=C(C=C23)OC)OCC(F)(F)F)C1)O